CN1C=C(C2=CC=C(C=C12)C)CCNS(=O)(=O)N1CCCCC1 N-[2-(1,6-dimethyl-1H-indol-3-yl)ethyl]-1-piperidinesulfonamide